(R)-4-(3-methylmorpholino)-6-(1-(methylsulfonyl)cyclopropyl)-N-(1H-pyrazol-5-yl)pyrimidin-2-amine C[C@@H]1COCCN1C1=NC(=NC(=C1)C1(CC1)S(=O)(=O)C)NC1=CC=NN1